(3s,5s)-3-aminomethyl-6-(4-methoxy-phenyl)-5-methyl-hexanoic acid NC[C@H](CC(=O)O)C[C@@H](CC1=CC=C(C=C1)OC)C